1-oxo-isoindolin-2-yl-1-(hydroxymethyl)piperidine-2,6-dione O=C1N(CC2=CC=CC=C12)C1C(N(C(CC1)=O)CO)=O